C1=CC=CC=2C3=CC=CC=C3C(C12)COC(=O)NC(C(=O)O)CC1=C(C(=CC=C1)C)F 2-((((9H-fluoren-9-yl)methoxy)carbonyl)amino)-3-(2-fluoro-3-methylphenyl)propanoic acid